ClC1=CC(=C(C=C1)C1(OC2=C(O1)C=CC=C2N2CCN(CC2)CC2=NC1=C(N2C[C@H]2OCC2)C=C(C=C1OC)C(=O)O)C)F 2-((4-(2-(4-chloro-2-fluorophenyl)-2-methylbenzo[d][1,3]dioxol-4-yl)piperazin-1-yl)methyl)-4-methoxy-1-(((S)-oxetan-2-yl)methyl)-1H-benzo[d]imidazole-6-carboxylic acid